6-bromo-4-chloro-1-(2,4-difluorophenyl)pyrazolo[3,4-d]pyrimidine BrC1=NC(=C2C(=N1)N(N=C2)C2=C(C=C(C=C2)F)F)Cl